N-(2-chloro-4-fluorobenzyl)-5-fluoro-8-methylene-5,6,7,8-tetrahydroquinoline-5-carboxamide ClC1=C(CNC(=O)C2(C=3C=CC=NC3C(CC2)=C)F)C=CC(=C1)F